thiazolemethanamide S1C(=NC=C1)C(=O)N